1-chloroheptane ClCCCCCCC